BrC1=NC(=CC=C1)OCC1=C(C=C(C=C1)N1N=NC(=C1)C[Si](C)(C)C)F 2-bromo-6-((2-fluoro-4-(4-((trimethylsilyl)methyl)-1H-1,2,3-triazol-1-yl)benzyl)oxy)pyridine